O=C1NCCC12CNC1=CC=CC=C12 oxo-spiro[indoline-3,3'-pyrrolidine]